The molecule is a fatty acid methyl ester consisting of methyl hexanoate, which is terminally substituted by five fused butane-rings ([5]-ladderane). Ladderane fatty acid methyl esters are core lipids of anammox bacteria. It is a ladderane and a fatty acid methyl ester. It derives from a methyl hexanoate. COC(=O)CCCCCC1CC2C1C3C2C4C3C5C4CC5